(E)-2-(3-bromo-2-methoxy-4-(methoxymethoxy)phenylvinyl)-N-(2-(2-fluoroethoxy)ethyl)-N,5-dimethylbenzothiazol-6-amine BrC=1C(=C(C=CC1OCOC)/C=C/C=1SC2=C(N1)C=C(C(=C2)N(C)CCOCCF)C)OC